C(C=C\C=C/C=CCCCCCCCCCC)=O 5Z,8Z,12Z-heptadecatrienal